(S)-N-(1-methyl-3-(2-methyl-7-(methylsulfonyl)-2,3-dihydro-[1,4]dioxino[2,3-c]pyridin-5-yl)-1H-pyrrolo[2,3-c]pyridin-5-yl)acetamide CN1C=C(C=2C1=CN=C(C2)NC(C)=O)C2=NC(=CC1=C2OC[C@@H](O1)C)S(=O)(=O)C